C(C)(C)(C)OC(=O)N1CC2(CCN2)CC1 1,6-diazaspiro[3.4]octane-6-carboxylic acid tert-butyl ester